ClC1=C(C(=CC(=C1)F)OC)C1=C2C=CC=NC2=C(C=C1)C[C@@H](C(=O)O)NC(C1=C(C=CC=C1Cl)Cl)=O (S)-3-(5-((S)-2-chloro-4-fluoro-6-methoxyphenyl)quinolin-8-yl)-2-(2,6-dichlorobenzoylamino)propionic acid